COP(OC)(=O)COC(C=C)=O dimethyl[(acryloxy)methyl]phosphonate